(1,3-dioxaindol-2-yl)-4-iodo-1H-pyrazolo[3,4-b]pyridine 7-oxide O1C(OC2=CC=CC=C12)N1N=CC=2C1=[N+](C=CC2I)[O-]